C(C)(C)(C)P(C(C)(C)C)CC1=NC(=CC=C1)CN(CC)CC 2-(Di-t-butylphosphinomethyl)-6-(diethylaminomethyl)pyridine